BrC=1C2=C(C(N(C1)C)=O)C=CS2 7-bromo-5-methylthieno[3,2-c]pyridin-4(5H)-one